methylpyrazolo[1,5-a]pyridine-7-carboxylic acid CC1=NN2C(C=CC=C2C(=O)O)=C1